CN1CCC(CC1)NC(=O)C1=NC(=NC=C1)C1=CC2=C(C=CC=C2C=C1)NC(\C=C\C(F)(F)F)=O N-(1-methylpiperidin-4-yl)-2-{8-[(2E)-4,4,4-trifluorobut-2-enamido]naphthalen-2-yl}pyrimidine-4-carboxamide